ClC1=C2C(=NC(=N1)Cl)N(N=C2)C2=C(C=CC=C2F)F 4,6-dichloro-1-(2,6-difluorophenyl)-1H-pyrazolo[3,4-d]pyrimidine